1,6-dicyano-3-hexeneene C(#N)C=CC=CCCC#N